ClC=1C(N(C(=NC1OC([2H])([2H])C1=C(C=C(C=C1)F)F)C)C1=CC(=NC=C1C)N1N=C(C=C1)C(C)(C)O)=O 5-chloro-6-((2,4-difluorophenyl)methoxy-d2)-3-(2-(3-(2-hydroxypropane-2-yl)-1H-pyrazol-1-yl)-5-methylpyridin-4-yl)-2-methylpyrimidin-4(3H)-one